FC=1C=CC(=C(C1)[C@H](C(=O)OC)N1N=C2C=CC=CC2=C1)OC |r| methyl (2RS)-2-(5-fluoro-2-methoxy-phenyl)-2-indazol-2-yl-acetate